C(C=C)(=O)OCC1C(C)(C(F)(F)F)O1 acryloyloxymethyl-2-trifluoromethylpropylene oxide